(7-Chloro-1H-benzo[d]imidazol-2-yl)(5-cyclopropyl-7,8-dihydro-1,6-naphthyridin-6(5H)-yl)methanone ClC1=CC=CC2=C1NC(=N2)C(=O)N2C(C=1C=CC=NC1CC2)C2CC2